dicetyl-trimethylammonium C(CCCCCCCCCCCCCCC)C([NH+](C)C)CCCCCCCCCCCCCCCC